2-{2-chloro-4-methylsulfonyl-3-[(2,2,2-trifluoroethoxy)methyl]benzoyl}cyclohexane-1,3-dione ClC1=C(C(=O)C2C(CCCC2=O)=O)C=CC(=C1COCC(F)(F)F)S(=O)(=O)C